ClC=1C(=NC(=NC1)NC=1C=NN(C1)C1CCOCC1)C1=CC(=C(OCC2(CC2)C#N)C=C1)F 1-((4-(5-chloro-2-((1-(tetrahydro-2H-pyran-4-yl)-1H-pyrazol-4-yl)amino)pyrimidin-4-yl)-2-fluorophenoxy)methyl)cyclopropane-carbonitrile